CC(C)(COP(=O)([O-])OP(=O)([O-])OC[C@@H]1[C@H]([C@H]([C@@H](O1)N2C=NC3=C(N=CN=C32)N)O)OP(=O)([O-])[O-])[C@H](C(=O)NCCC(=O)NCCSC(=O)/C=C/CCCCCCCCCCC(=O)[O-])O The molecule is an acyl-CoA oxoanion that is the pentaanion of trans-2-tetradecenedioyl-CoA, arising from deprotonation of phosphate, diphosphate and carboxylic acid functions; major species at pH 7.3. It is a conjugate base of a (2E)-tetradecenedioyl-CoA.